(2R,3S,4R,5R)-5-(4-amino-7H-pyrrolo[2,3-d]pyrimidin-7-yl)-2-((R)-(3,4-dichlorophenyl)(hydroxy)methyl)-3-methyltetrahydrofuran-3,4-diol Sulfate Salt S(=O)(=O)(O)O.NC=1C2=C(N=CN1)N(C=C2)[C@H]2[C@@H]([C@@]([C@H](O2)[C@H](O)C2=CC(=C(C=C2)Cl)Cl)(O)C)O